ClC=1C=C(C(=NC1[C@]1(CC(CC1)(F)F)C)C)C=1NC=2C=CN=C(C2C(C1)=O)C(=O)N |o1:7| rel-(R)-2-(5-chloro-6-(3,3-difluoro-1-methylcyclopentyl)-2-methylpyridin-3-yl)-4-oxo-1,4-dihydro-1,6-naphthyridine-5-carboxamide